methyl 4-((3-(4-hydroxy-1,3-dioxoisoindolin-2-yl)-2,6-dioxopiperidin-3-yl)methyl)benzoate OC1=C2C(N(C(C2=CC=C1)=O)C1(C(NC(CC1)=O)=O)CC1=CC=C(C(=O)OC)C=C1)=O